3-oxocyclobutane-1-carboxylic acid O=C1CC(C1)C(=O)O